FC=1C=C(C=C(C1)F)N1[C@H](CN(CC1)C(CCC(=O)C=1C=NC(=CC1)C(F)(F)F)=O)C 1-[(3S)-4-(3,5-difluorophenyl)-3-methyl-piperazin-1-yl]-4-[6-(trifluoromethyl)-3-pyridyl]butane-1,4-dione